FC=1C(N(C=C(C1)CCN1CC(C1)F)C(C(=O)N)CC(C)C)=O 2-(3-fluoro-5-(2-(3-fluoroazetidin-1-yl)ethyl)-2-oxopyridin-1(2H)-yl)-4-methylpentanamide